FC(C1=C(C=CC(=C1)C(F)(F)F)C(C(=O)O)C)(F)F 2,4-bis(trifluoromethyl)-phenylpropionic acid